benzenesulfonic acid [2H3]Methyl ester C([2H])([2H])([2H])OS(=O)(=O)C1=CC=CC=C1